FC1=C(C(=O)NC2CC(C2)O)C=CC=C1 2-fluoro-N-(3-hydroxycyclobutyl)benzamide